[P].P(OC1=CC=CC=C1)(OC1=CC=CC=C1)OC1=CC=CC=C1 Triphenyl phosphite Phosphorus